O=S1CCN(CC2=C1C=CC=C2)C2=NC1=CC=C(C=C1C(=N2)NCCNC(OC(C)(C)C)=O)C tert-Butyl {2-[2-(1-oxido-2,3-dihydro-1,4-benzothiazepin-4(5H)-yl)-6-methylquinazolin-4-yl]amino ethyl}carbamate